C1(CC1)C(C1CCN(CC1)C1=NC(=NO1)C(C)C)OC=1SC2=NC(=CC=C2N1)C1=CC=C(C=C1)S(=O)(=O)C 5-(4-(cyclopropyl((5-(4-(methylsulfonyl)phenyl)thiazolo[5,4-b]pyridin-2-yl)oxy)methyl)piperidin-1-yl)-3-isopropyl-1,2,4-oxadiazol